7-methoxy-3-((8-methoxy-2-(6-methoxypyridin-3-yl)-2,3-dihydrobenzo[b][1,4]dioxin-6-yl)methyl)imidazo[1,2-a]pyridine COC1=CC=2N(C=C1)C(=CN2)CC2=CC1=C(OC(CO1)C=1C=NC(=CC1)OC)C(=C2)OC